C(#N)C=1C=CC(=C(C1)C1=NN=C(O1)C(=O)NC1CC(N(C1)C(=O)[O-])COC)OC 4-(5-(5-cyano-2-methoxyphenyl)-1,3,4-oxadiazole-2-carboxamido)-2-(methoxymethyl)pyrrolidine-1-carboxylate